BrC=1C=C(C=CC1F)/C=C/C(=O)O (E)-3-(3-bromo-4-fluorophenyl)acrylic acid